6-chloro-4-((2s,5r)-4-((3-cyclopropyl-1,2,4-oxadiazol-5-yl)(4-fluorophenyl)methyl)-2,5-dimethylpiperazin-1-yl)-1-methylpyrido[3,2-d]pyrimidin-2(1H)-one ClC=1C=CC=2N(C(N=C(C2N1)N1[C@H](CN([C@@H](C1)C)C(C1=CC=C(C=C1)F)C1=NC(=NO1)C1CC1)C)=O)C